CC(OC(NCC=1C(=CC=CC1)CNC(=O)OC(C)(C)C)=O)(C)C Tetramethyl-xylylen-diurethan